COC1=C(C=C(C=N1)N)\C=C\[C@@H]1CC[C@H](CC1)C(F)(F)F 6-Methoxy-5-((E)-2-(trans-4-(trifluoromethyl)cyclohexyl)vinyl)pyridin-3-amine